(Z)-5-octadecenal C(CCC\C=C/CCCCCCCCCCCC)=O